FC1(CN(CCC1)C1=C(C=C(C(=O)NC2=C(C=C(C=C2)F)CC(=O)OC(C)(C)C)C=C1)NC(=O)C1=NN(C2=CC=CC=C12)CC(F)(F)F)F tert-butyl 2-(2-(4-(3,3-difluoropiperidin-1-yl)-3-(1-(2,2,2-trifluoroethyl)-1H-indazole-3-carboxamido) benzamido)-5-fluorophenyl)acetate